CC1CC(=O)OC1 3-methyl-gamma-butyrolactone